2,4-bis(trifluoromethyl)benzylamine FC(C1=C(CN)C=CC(=C1)C(F)(F)F)(F)F